C(CCCCCCC)P(=O)(CCCCCCCC)CC(CC(=O)C1=CC=C(C=C1)CCCCCCCC)=O 4-(dioctylphosphoryl)1-(4-octylphenyl)butane-1,3-dione